ClC1=NC=C(C2=C1C=NN2C(C)C)F 4-chloro-7-fluoro-1-isopropyl-1H-pyrazolo[4,3-c]pyridine